CC1=C(/C=C/C(C)=C/C=C/C(C)=C/C=O)C(C)(C)CCC1 all-Trans-Retinal